ClC=1C(=NC(=NC1)N1C[C@H](N([C@@H](C1)C)C1=CC=C2C(=NN(C2=C1)C)C1C(NC(CC1)=O)=O)C)NC=1C=C2CC(N(C2=CC1)C)=O 3-(6-((2R,6R)-4-(5-chloro-4-((1-methyl-2-oxoindol-5-yl)amino)pyrimidin-2-yl)-2,6-dimethylpiperazin-1-yl)-1-methyl-1H-indazol-3-yl)piperidine-2,6-dione